C1(CCCC1)N1C(C(=C(C2=C1N=C(N=C2)NC2=NC=C(C=C2)CCOC2OCCCC2)C)I)=O 8-cyclopentyl-6-iodo-5-methyl-2-[[5-(2-tetrahydro-pyran-2-yloxyethyl)-2-pyridinyl]amino]pyrido[2,3-d]pyrimidin-7-one